BrC1C(OC2=CC(=CC=C2C1=O)NC(C)=O)(C)C N-(3-bromo-2,2-dimethyl-4-oxochroman-7-yl)acetamide